N-(2-Ethynylthiazol-4-yl)-4-(3'-(1-hydroxycyclopentyl)-[1,1'-biphenyl]-4-yl)-piperazine-1-carboxamide C(#C)C=1SC=C(N1)NC(=O)N1CCN(CC1)C1=CC=C(C=C1)C1=CC(=CC=C1)C1(CCCC1)O